1-butyl-5-(diaminomethylene)-3-(2-hydroxyspiro[3.5]nonan-7-yl)pyrimidine-2,4,6(1H,3H,5H)-trione C(CCC)N1C(N(C(C(C1=O)=C(N)N)=O)C1CCC2(CC(C2)O)CC1)=O